3-(4-Chloro-1-methyl-6-(methyl(tetrahydro-2H-pyran-4-yl)amino)-1H-indazol-3-yl)-2,6-difluoro-5-(trifluoromethyl)phenol ClC1=C2C(=NN(C2=CC(=C1)N(C1CCOCC1)C)C)C=1C(=C(C(=C(C1)C(F)(F)F)F)O)F